BrC=1C=C(C=CC1)C1=NC2=CC(=CC=C2C(=N1)CN(C)C)C(F)(F)F 1-(2-(3-bromophenyl)-7-(trifluoromethyl)quinazolin-4-yl)-N,N-dimethylmethylamine